8-bromo-3-cyclopropyl-5-fluoropyrido[4,3-d]pyrimidin-4(3H)-one Triethyl-orthoformate C(C)OC(OCC)OCC.BrC1=CN=C(C2=C1N=CN(C2=O)C2CC2)F